carbonyl-iron silver [Ag].C(=O)=[Fe]